FC1=CC=C(C=C1)NC(=O)C1(CC1)C(=O)NC1=CC=C(C=C1)OC1=CC=NC2=CC(=C(C=C12)OC)OC cyclopropane-1,1-dicarboxylic acid [4-(6,7-dimethoxyquinolin-4-yloxy)phenyl] amide (4-fluorophenyl) amide